CN1N=CC=C1CNC(=O)NC1=CC=C(C=C1)C1=NC(=NC(=N1)N1CCOCC1)C=1SC(=CC1)CN1CCOCC1 1-((1-methyl-1H-pyrazol-5-yl)methyl)-3-(4-(4-morpholinyl-6-(5-(morpholinomethyl)thiophen-2-yl)-1,3,5-triazin-2-yl)phenyl)urea